2-(2,4-dichlorobenzyl)-1,3-dioxolane ClC1=C(CC2OCCO2)C=CC(=C1)Cl